OC[C@@H]1[C@H](CNC1)O (3r,4r)-4-(hydroxymethyl)pyrrolidin-3-ol